[3-[5,7-difluoro-2-(4-fluorophenyl)-1H-indol-3-yl]cyclobutyl]cyclopropane-1,1-dicarboxamide FC=1C=C2C(=C(NC2=C(C1)F)C1=CC=C(C=C1)F)C1CC(C1)C1C(C1)(C(=O)N)C(=O)N